5-cyano-2-(trifluoromethylsulfanyl)benzoyl chloride C(#N)C=1C=CC(=C(C(=O)Cl)C1)SC(F)(F)F